2-amino-5-(2-methylsulfonylethyl)pyrimidine-4,6-diol NC1=NC(=C(C(=N1)O)CCS(=O)(=O)C)O